dipentyl ((((methylazanediyl) bis(ethane-2,1-diyl)) bis(dimethylammoniumdiyl)) bis(ethane-2,1-diyl)) bis(phosphonate) P(OCCCCC)(OCC[N+](CCN(CC[N+](C)(C)CCOP(OCCCCC)=O)C)(C)C)=O